C12C(CC(C(C1)C(=O)[O-])C2)C(=O)[O-].[Na+].[Na+] disodium 2,5-norbornanedicarboxylate